C(C)(C)(C)C1=CC(=C(C=C1)C1N=C(OC1)C1=C(C=CC=C1F)F)OCC 4-(4-tert-butyl-2-ethoxyphenyl)-2-(2,6-difluorophenyl)-4,5-dihydro-1,3-oxazole